5,6-dihydro-1,2,3-oxathiazine O1SN=CCC1